3-(4-(((tetrahydro-2H-pyran-2-yl)oxy)methyl)bicyclo[2.2.1]heptan-1-yl)-1H-pyrazole O1C(CCCC1)OCC12CCC(CC1)(C2)C2=NNC=C2